C[C@H]1NCCC12CCN(CC2)C(=O)OC(C)(C)C tert-butyl (R)-1-methyl-2,8-diazaspiro[4.5]decane-8-carboxylate